COC(C1=C(C=C(C=C1)C#N)N1CCCCCC1)=O 2-(azepan-1-yl)-4-cyanobenzoic acid methyl ester